Trioxyethylene stearyl ether CCCCCCCCCCCCCCCCCCOCCOCCOCCO